(3S)-7-((S)-4-acryloyl-2-methylpiperazin-1-yl)-9-chloro-10-(5-chloro-2,4-difluorophenyl)-3-((4-cyclopropyl-piperazin-1-yl)methyl)-2H-[1,4]thiazino[2,3,4-ij]quinazolin-5(3H)-one C(C=C)(=O)N1C[C@@H](N(CC1)C1=NC(N2C3=C(C(=C(C=C13)Cl)C1=C(C=C(C(=C1)Cl)F)F)SC[C@@H]2CN2CCN(CC2)C2CC2)=O)C